1,4,7-trimethyl-1,4,7-tri-azacyclononane CN1CCN(CCN(CC1)C)C